COC1=NC(=CC(=C1)N)C(F)(F)F 2-methoxy-6-(trifluoromethyl)pyridin-4-amine